ClC=1C=C(C=CC1)C=1C(=C2N(N1)CCC2)C=2C=CC=1N(C2)C=CN1 6-(2-(3-Chlorophenyl)-5,6-dihydro-4H-pyrrolo[1,2-b]pyrazol-3-yl)imidazo[1,2-a]pyridine